ClC1=C(C=CC=C1OC(F)F)[C@@H](C)NC(=O)C1=CNC(C=C1NC1[C@@H]2CN(C[C@H]12)C)=O N-((R)-1-(2-chloro-3-(difluoromethoxy)phenyl)ethyl)-4-(((1R,5S,6s)-3-methyl-3-azabicyclo[3.1.0]hexan-6-yl)amino)-6-oxo-1,6-dihydropyridine-3-carboxamide